(8R)-8-(4,4-diethyl-2-imino-6-oxo-hexahydropyrimidin-1-yl)-N-[(1R,2R)-2-hydroxyindan-1-yl]bicyclo[4.2.0]octa-1(6),2,4-triene-3-carboxamide C(C)C1(NC(N(C(C1)=O)[C@@H]1CC=2C=CC(=CC12)C(=O)N[C@H]1[C@@H](CC2=CC=CC=C12)O)=N)CC